Ethyl 2-(1H-imidazol-1-yl)-5H-pyrrolo[3,2-d]pyrimidine-4-carboxylate N1(C=NC=C1)C=1N=C(C2=C(N1)C=CN2)C(=O)OCC